C(C1=CC=CC=C1)NC=1NC(C=2NC=NC2N1)=O (E)-benzylguanine